1-[(2R,6S)-2-chloro-2',6'-dimethyl-spiro[4,5-dihydrothieno[2,3-c]pyran-7,4'-piperidine]-1'-yl]-2,2,2-trifluoro-ethanone ClC1=CC2=C(S1)C1(CC(N(C(C1)C)C(C(F)(F)F)=O)C)OCC2